tert-butyl 4-hydroxy-4-((4-(trifluoromethyl)phenyl)ethynyl)piperidine-1-carboxylate OC1(CCN(CC1)C(=O)OC(C)(C)C)C#CC1=CC=C(C=C1)C(F)(F)F